O=CC(=O)O.C(CCCCCCC)P(O)(O)(O)CCCCCCCC.C(CCCCCCC)P(O)(O)(O)CCCCCCCC bis(dioctylphosphorous acid) oxoacetate